COC1=NC=NC(=C1C1=CNC2=NC(=CC=C21)NC(=O)NCC(CN(C)C)F)OC 1-(3-(4,6-dimethoxypyrimidin-5-yl)-1H-pyrrolo[2,3-b]pyridin-6-yl)-3-(3-(dimethylamino)-2-fluoropropyl)urea